N[C@@H]1[C@H](C2CCC(C1)C2)C2=C(C1=NC(=CC(=C1S2)NCC=2SC=CC2)Cl)Br 2-((2s,3s)-3-aminobicyclo[3.2.1]oct-2-yl)-3-bromo-5-chloro-N-(thiophen-2-ylmethyl)thieno[3,2-b]pyridin-7-amine